phosphotungsten P(=O)(=O)[W]